C(C)(C)(C)OC(NC1=C(C=C(C=C1)OC1=C(C(=NC=C1)N)N)OC)=O N-[4-[(2,3-diamino-4-pyridinyl)oxy]-2-methoxy-phenyl]carbamic acid tert-butyl ester